ClC1=CC=C(C=C1)C1N(CCC1)C(CN1N=CC2=C(C1=O)C(=NN2C)C2CC2)=O 5-(2-(2-(4-Chlorophenyl)pyrrolidin-1-yl)-2-oxoethyl)-3-cyclopropyl-1-methyl-1,5-dihydro-4H-pyrazolo[3,4-d]pyridazin-4-on